N,N-diisopropylbenzamidine C(C)(C)N(C(C1=CC=CC=C1)=N)C(C)C